C(=C)C=1C=C(CC(C2CO2)OC(C2CO2)CC2=CC(=CC=C2)C=C)C=CC1 m-vinylbenzylglycidylether